(2R,4S)-4-hydroxy-1-[(2S)-2-[4-[2-(3-hydroxy-3-methyl-1-piperidinyl)ethyl]triazol-1-yl]-3,3-dimethyl-butyryl]-N-methyl-pyrrolidine-2-carboxamide O[C@H]1C[C@@H](N(C1)C([C@H](C(C)(C)C)N1N=NC(=C1)CCN1CC(CCC1)(C)O)=O)C(=O)NC